C(CC)C(CO)CCCCCCCC 2-Propyl-decanol